BrC=1SC(=CN1)C(=O)OC methyl 2-bromo-1,3-thiazole-5-carboxylate